CC1=CC=C(C=C1)S(=O)(=O)O.C(C)(C)(C)[C@@]12[C@H](NC[C@H]2C1)C#N tert-butyl-(1R,2S,5S)-3-azabicyclo[3.1.0]hexane-2-carbonitrile 4-methylbenzenesulfonate